(2R)-2-hydroxypropyl ((5-isobutyl-4-methyl-3-(4-((2-(trifluoromethyl)-1H-imidazol-1-yl)methyl)phenyl)thiophen-2-yl)sulfonyl)carbamate C(C(C)C)C1=C(C(=C(S1)S(=O)(=O)NC(OC[C@@H](C)O)=O)C1=CC=C(C=C1)CN1C(=NC=C1)C(F)(F)F)C